C(C)OCC(=O)[Ti+2]C(COCC)=O di(ethoxyacetyl)titanium (IV)